COC1=C(C=C(C=C1)N=C=O)N=C=O 4-methoxy-1,3-phenylene Diisocyanate